(S)-N1-methyl-5-(1-methyl-1H-pyrazole-5-carboxamido)-2-oxo-N6-(2-oxo-1-(2-oxo-2-((1R,2S,4R)-1,7,7-trimethylbicyclo[2.2.1]heptan-2-ylamino)ethyl)-1,2-dihydropyridin-3-yl)hexanediamide CNC(C(CC[C@@H](C(=O)NC=1C(N(C=CC1)CC(N[C@@H]1[C@@]2(CC[C@H](C1)C2(C)C)C)=O)=O)NC(=O)C2=CC=NN2C)=O)=O